N1(C=NC2=NC=CC=C21)C2=CC=C(C(=O)N)C=C2 4-(1H-imidazo[4,5-b]pyridin-1-yl)benzamide